NC1=C(N=C(S1)Br)C(=O)OC methyl 5-amino-2-bromo-1,3-thiazole-4-carboxylate